3-(trans-4-{[3-(2-methoxyethoxy)-1H-pyrazolo[3,4-b]pyridin-5-yl]amino}cyclohexyl)-1-[5-(trifluoromethyl)-3-pyridinyl]-2,4-imidazolidinedione COCCOC1=NNC2=NC=C(C=C21)N[C@@H]2CC[C@H](CC2)N2C(N(CC2=O)C=2C=NC=C(C2)C(F)(F)F)=O